C1CNCCC12CCC(CC2)N2CCN(CC2)C2=CC(=C(C(=C2)F)C2C(NC(CC2)=O)=O)F 3-[4-(4-(3-azaspiro[5.5]undecan-9-yl)piperazin-1-yl)-2,6-difluorophenyl]piperidine-2,6-dione